4-[(3-Chloro-4-fluorophenyl)amino]-6-[(3-pyridinylmethyl)amino]-1,7-naphthyridine-3-carbonitrile ClC=1C=C(C=CC1F)NC1=C(C=NC2=CN=C(C=C12)NCC=1C=NC=CC1)C#N